tertbutyl N-[3-chloro-4-[7-[(1R)-2-[[2-[2-(dimethylamino)ethylamino]-2-oxo-ethyl]-ethyl-amino]-1-methyl-2-oxo-ethoxy]-2-oxo-chromen-4-yl]phenyl]carbamate ClC=1C=C(C=CC1C1=CC(OC2=CC(=CC=C12)O[C@@H](C(=O)N(CC)CC(=O)NCCN(C)C)C)=O)NC(OC(C)(C)C)=O